5-(1-(2,3-Difluorophenyl)-3,3-dimethyl-2-oxoindolin-4-yl)-N-(4-fluorophenyl)-2-(trifluoromethyl)benzamide FC1=C(C=CC=C1F)N1C(C(C2=C(C=CC=C12)C=1C=CC(=C(C(=O)NC2=CC=C(C=C2)F)C1)C(F)(F)F)(C)C)=O